[Si]([O-])([O-])([O-])[O-].[Ca+2].[Zn+2].[Cu+2] copper-zinc calcium silicate